[Br-].C(CCCCCCCCCCCCCC)[N+](CC1=CC=CC=C1)(C)C pentadecyl-dimethylbenzyl-ammonium bromide